4-CYANO-2,6-DIFLUOROBENZALDEHYDE C(#N)C1=CC(=C(C=O)C(=C1)F)F